ON1[C@@H]2CC[C@H](N(C1=O)C2)C(=O)NNC(CNC(OC(C)(C)C)=O)=O tert-butyl [2-(2-{[(2S,5R)-6-hydroxy-7-oxo-1,6-diazabicyclo[3.2.1]oct-2-yl]carbonyl}-hydrazinyl)-2-oxoethyl]carbamate